[4-(trifluoromethoxy)phenyl]azetidin-3-ylpiperidine FC(OC1=CC=C(C=C1)C1N(CCCC1)C1CNC1)(F)F